C(C=C)[Si](C1=NC=CC=C1)(C)C 2-(allyl-dimethyl-silyl)pyridine